lignoceryl montanate C(CCCCCCCCCCCCCCCCCCCCCCCCCCC)(=O)OCCCCCCCCCCCCCCCCCCCCCCCC